C1(=CC=CC=C1)C1(C2=CC=CC=C2C=2C=CC(=CC12)C1=CC=C(C=C1)N(C=1C(=CC=CC1)C1=CC=CC=C1)C1=CC=C(C=C1)C1=CC=2C=CC3=CC=CC=C3C2C=C1)C1=CC=CC=C1 N-(4-(9,9-diphenyl-9H-fluoren-2-yl)phenyl)-N-(4-(phenanthren-2-yl)phenyl)-[1,1'-biphenyl]-2-amine